3-methyl-2-(1-methylhydrazino)pyridine CC=1C(=NC=CC1)N(N)C